C1(=C(C=CC=C1)C(C(=O)O)OC1=CC=C(C=C1)OC)C1=CC=CC=C1 2-([1,1'-biphenyl]-2-yl)-2-(4-methoxyphenoxy)acetic acid